C(C)(C)(C)OC(=O)NC=1C(=CC2=C(N(C(N2C)=O)C)C1)C(=O)OC Methyl 6-((tert-butoxycarbonyl)amino)-1,3-dimethyl-2-oxo-2,3-dihydro-1H-benzo[d]imidazole-5-carboxylate